1-(1-(5-(2,6-DIOXOPIPERIDIN-3-YL)PYRIDIN-2-YL)-4-METHYLPIPERIDINE-4-CARBONYL)-4-METHYLPIPERIDINE-4-CARBOXYLIC ACID O=C1NC(CCC1C=1C=CC(=NC1)N1CCC(CC1)(C(=O)N1CCC(CC1)(C(=O)O)C)C)=O